2,6-NONADIEN-1-OL C(C=CCCC=CCC)O